(pyridin-2-yl)thiophene-2-carboxamide N1=C(C=CC=C1)C1=C(SC=C1)C(=O)N